BrC=1C=C(C=CC1)C(CCOCC(CO)(C)C)OC1OCCCC1 3-(3-(3-Bromophenyl)-3-((tetrahydro-2H-pyran-2-yl)oxy)propoxy)-2,2-dimethylpropan-1-ol